[Ag].[Bi].[Pb].[Sn] tin-lead-bismuth-silver